Butyl 11-((5-(heptadecan-9-yloxy)-5-oxopentyl)((3-((1H-imidazol-4-yl)formamido)propyl))amino)undecanoate CCCCCCCCC(CCCCCCCC)OC(CCCCN(CCCCCCCCCCC(=O)OCCCC)CCCNC(=O)C=1N=CNC1)=O